C1(=CC=CC=C1)P([C-]1C=CC=C1)C1=CC=CC=C1.[C-]1(C=CC=C1)P(C1=CC=CC=C1)C1=CC=CC=C1.[Fe+2](=O)=O 1,1'-bis(diphenylphosphino)ferrocene dioxide